NCCS(=O)(=O)OC.[Na] sodium methyl taurate